(S)-3-amino-6-(4-(2-(3,5-difluorophenyl)-2-hydroxyacetamido)-2-methylphenyl)-N-methylpyrazine-2-carboxamide NC=1C(=NC(=CN1)C1=C(C=C(C=C1)NC([C@@H](O)C1=CC(=CC(=C1)F)F)=O)C)C(=O)NC